1,1'-biphenyl-2'-boronic acid C1(=CC=CC=C1)C=1C(=CC=CC1)B(O)O